5-((5-(2-methoxy-6-(pyrrolidin-3-ylmethoxy)phenyl)-1H-pyrazol-3-yl)amino)pyrazine-2-carbonitrile COC1=C(C(=CC=C1)OCC1CNCC1)C1=CC(=NN1)NC=1N=CC(=NC1)C#N